Methyleneacetamide C=CC(=O)N